C(C)(C)(C)OC(=O)N1CC(CCC1)COC1CCN(CC1)C(C)=O 3-(((1-acetylpiperidin-4-yl)oxy)methyl)piperidine-1-carboxylic acid tert-butyl ester